((R)-2-(((2R,3S,4R,5R)-5-(5-chloro-7-(cyclopentylamino)-3H-[1,2,3]triazolo[4,5-d]pyrimidin-3-yl)-3,4-dihydroxytetrahydrofuran-2-yl)methoxy)-1-methoxypropan-2-yl)phosphonic acid ClC=1N=C(C2=C(N1)N(N=N2)[C@H]2[C@@H]([C@@H]([C@H](O2)CO[C@](COC)(C)P(O)(O)=O)O)O)NC2CCCC2